N1(N=CC=C1)CC1=CC2=C(C(NO2)NS(=O)(=O)C2=C(C=CC=C2OC)OC)C2=C1CCCCO2 N-(6-((1H-pyrazol-1-yl)methyl)-2,3,4,5,9,10-hexahydrooxepino[3',2':5,6]benzo[1,2-d]isoxazol-10-yl)-2,6-dimethoxybenzenesulfonamide